C(C)(=O)OC(C(F)(F)F)=CCC=1SC=CC1 4-(2-thienyl)-1,1,1-trifluorobut-2-en-2-yl acetate